COC=1C=CC(=C(C1)C1N(CCC1)C(\C=C\C(=O)C1=CC=CC=C1)=O)C(F)(F)F (E)-1-(2-(5-methoxy-2-(trifluoromethyl)phenyl)pyrrolidin-1-yl)-4-phenylbut-2-ene-1,4-dione